tert-butyl (2R,3S,4S)-4-[(tert-butoxycarbonyl)oxy]-2-[(4-methoxy phenyl)methyl]-3-{[2-(1H-1,2,3,4-tetrazol-5-yl)acetyl]oxy}pyrrolidine-1-carboxylate C(C)(C)(C)OC(=O)O[C@@H]1[C@H]([C@H](N(C1)C(=O)OC(C)(C)C)CC1=CC=C(C=C1)OC)OC(CC1=NN=NN1)=O